ClC=1C=C(C(=O)NC=2C=C(N(N2)CC2=CC=C(C=C2)OC)C(=O)OC)C=CC1OCCOC Methyl 5-[[3-chloro-4-(2-methoxyethoxy)benzoyl]amino]-2-[(4-methoxyphenyl)methyl]-pyrazole-3-carboxylate